3-(6-Fluoro-5H-imidazo[5,1-a]isoindol-5-yl)tetrahydro-2H-pyran-4-ol FC1=C2C(N3C(C2=CC=C1)=CN=C3)C3COCCC3O